benzyl benzoat C(C1=CC=CC=C1)(=O)OCC1=CC=CC=C1